C(C)(C)(C)OC(N(C)CCOC1=CC(=C(C=C1)C)C(NC1(CC1)C1=CC=CC2=CC(=CC=C12)F)=O)=O tert-butyl(2-(3-((1-(6-fluoronaphthalen-1-yl)cyclopropyl)carbamoyl)-4-methyl phenoxy)ethyl)(methyl)carbamate